4-(4-methylbenzophenyl)benzophenone CC1=CC=CC=2C=CC=C(C21)C2=CC=C(C(=O)C1=CC=CC=C1)C=C2